N1N=CC(=C1)C1=CC=C(C=C1)NC1=NC(=NC=C1)C1=CC=C2C=C(NC2=C1)C(=O)N[C@@H](CN)C (R)-6-(4-((4-(1H-pyrazol-4-yl)phenyl)amino)pyrimidin-2-yl)-N-(1-amino-propan-2-yl)-1H-indole-2-carboxamide